C(C)(C)(C)OC(NCCN(C1CC1)C(C(C)(C)F)C1=C(C(=CC=C1)C#N)F)=O N-[2-[[1-(3-cyano-2-fluoro-phenyl)-2-fluoro-2-methyl-propyl]-cyclopropyl-amino]ethyl]carbamic acid tert-butyl ester